Cl.CC1(C2C(N(C(C12)=O)CC1=CC2=NC=CC(=C2S1)C1=C(C(=CC(=N1)C#N)C)C(=O)N1CCNCC1)=O)C 6-(2-((6,6-dimethyl-2,4-dioxo-3-azabicyclo[3.1.0]hexan-3-yl)methyl)thieno[3,2-b]pyridin-7-yl)-4-methyl-5-(piperazine-1-carbonyl)picolinonitrile hydrochloride